CC=1C(=NC=CC1)C1=NOC(=N1)NC1=NC=CC(=C1)C 3-(3-methylpyridin-2-yl)-N-(4-methylpyridin-2-yl)-1,2,4-oxadiazol-5-amine